2-(2-(5-(5-(1-(1H-pyrrolo[2,3-b]pyridin-4-yl)ethoxy)-1H-indazol-3-yl)pyridin-2-yl)-2,7-diazaspiro[3.5]nonan-7-yl)acetonitrile N1C=CC=2C1=NC=CC2C(C)OC=2C=C1C(=NNC1=CC2)C=2C=CC(=NC2)N2CC1(C2)CCN(CC1)CC#N